C1(CC1)C=1C=CN2N=C(N=C(C21)N[C@@H]2[C@H](C1CCC2CC1)C(=O)O)C1=CNC2=NC=C(C=C21)F (1R,2S,3S,4R)-3-((5-cyclopropyl-2-(5-fluoro-1H-pyrrolo[2,3-b]pyridin-3-yl)pyrrolo[2,1-f][1,2,4]triazin-4-yl)amino)bicyclo[2.2.2]octane-2-carboxylic acid